C(C1=CC=CC=C1)OC(CCC(=O)N1CCN(N(CC1)C(=O)OC(C)(C)C)C(=O)OC(C)(C)C)=O di-tert-butyl 5-(4-(benzyloxy)-4-oxobutanoyl)-1,2,5-triazepane-1,2-dicarboxylate